rac-4-((4bs,5r,6s,7ar)-4b,5-dihydroxy-4-methoxy-6-((4-methylpiperazin-1-yl)methyl)-7-phenyl-4b,5,6,7-tetrahydro-7aH-cyclopenta[4,5]furo[2,3-c]pyridin-7a-yl)benzonitrile O[C@@]12[C@@](OC=3C=NC=C(C31)OC)([C@H]([C@H]([C@H]2O)CN2CCN(CC2)C)C2=CC=CC=C2)C2=CC=C(C#N)C=C2 |&1:12|